2-(5-methoxy-1H-benzimidazol-1-yl)-1-(4-(4-(5-(2,6-difluorophenyl)-4,5-dihydroisoxazol-3-yl)thiazol-2-yl)piperidin-1-yl)ethan-1-one COC1=CC2=C(N(C=N2)CC(=O)N2CCC(CC2)C=2SC=C(N2)C2=NOC(C2)C2=C(C=CC=C2F)F)C=C1